[(9aS)-3-(4-Fluoro-3-oxazol-5-ylphenyl)-3,4,6,7,9,9a-hexahydro-1H-pyrazino[2,1-c][1,4]oxazin-8-yl]-(2-chloro-3-methoxyphenyl)methanon FC1=C(C=C(C=C1)C1CN2[C@H](CO1)CN(CC2)C(=O)C2=C(C(=CC=C2)OC)Cl)C2=CN=CO2